C1(CCCCC1)NC(=S)N1CCC(CC1)CN1[C@@H]([C@H]([C@@H]([C@H](C1)O)O)O)C N-cyclohexyl-4-(((2R,3R,4R,5S)-3,4,5-trihydroxy-2-methylpiperidin-1-yl)methyl)piperidine-1-thiocarboxamide